1-(2-hydroxy-5-methylphenyl)naphthalen-2-ol OC1=C(C=C(C=C1)C)C1=C(C=CC2=CC=CC=C12)O